Pyrano-azazol N1=NC=C2C1=CC=CO2